N-((3S,5S)-1-((3S,4R)-1-(tert-butyl)-4-(4-chlorophenyl)pyrrolidine-3-carbonyl)-5-(morpholin-4-carbonyl)pyrrolidin-3-yl)-N-((1s,4R)-4-methylcyclohexyl)isobutyramide tolueneadipate C(C1=CC=CC=C1)C(CCCC(=O)O)C(=O)O.C(C)(C)(C)N1C[C@H]([C@@H](C1)C1=CC=C(C=C1)Cl)C(=O)N1C[C@H](C[C@H]1C(=O)N1CCOCC1)N(C(C(C)C)=O)C1CCC(CC1)C